S(=O)(=O)(O)C(C(=O)[O-])CC(=O)[O-].[Na+].[Na+] Disodium Sulfosuccinate